1,8-bis(2-methylsulfinylphenyl)naphthalene CS(=O)C1=C(C=CC=C1)C1=CC=CC2=CC=CC(=C12)C1=C(C=CC=C1)S(=O)C